Cl.N1=CC(=CC=C1)C#CC=1SC=C(N1)\C=N/O (Z)-2-(pyridin-3-ylethynyl)thiazole-4-carbaldehyde oxime hydrochloride